Ethyl-Trichlorosilane C(C)[Si](Cl)(Cl)Cl